FC(CN1C(=NC=2C1=NC(=CC2)C=2C=CN1N=C(N=CC12)N[C@@H]1CC[C@H](CC1)OCCOC)C)F 5-(3-(2,2-Difluoroethyl)-2-methyl-3H-imidazo[4,5-b]pyridin-5-yl)-N-(trans-4-(2-methoxyethoxy)cyclohexyl)pyrrolo[2,1-f][1,2,4]triazin-2-amine